C(CCCCCCCCCCCCCCC)[N+](CCC)(C)C 3-(palmityldimethylammonio)propane